(R)-(3-(4-amino-3-chloro-1H-pyrazol-1-yl)pyrrolidin-1-yl)(cyclopentyl)methanone NC=1C(=NN(C1)[C@H]1CN(CC1)C(=O)C1CCCC1)Cl